ClC=1C=C2C(=NC1S(=O)(=O)N1CCN(CC1)C(=O)OC(C)(C)C)N(C=C2C(=O)[C@H]2C[C@H](N(CC2)C2=NC=C(C=C2Cl)F)C)C |r| tert-butyl 4-{5-chloro-3-[(2RS,4RS)-1-(3-chloro-5-fluoropyridin-2-yl)-2-methylpiperidine-4-carbonyl]-1-methyl-1H-pyrrolo[2,3-b]pyridine-6-sulfonyl}piperazine-1-carboxylate